tert-butyl 4-(2-(2,8-dimethylimidazo[1,2-b]pyridazin-6-yl)-7-oxothiazolo[4,5-d]pyridazin-6(7H)-yl)piperidine-1-carboxylate CC=1N=C2N(N=C(C=C2C)C=2SC3=C(C=NN(C3=O)C3CCN(CC3)C(=O)OC(C)(C)C)N2)C1